FC1=NN2C(N=C(C=C2)N[C@H](C)C=2C(=NC=C(C2)F)OC)=C1C(=O)NC=1C=C(C=CC1C)S(=O)(=O)OC1CCC1 cyclobutyl (1R,3r)-3-(2-fluoro-5-(((R)-1-(5-fluoro-2-methoxypyridin-3-yl)ethyl)amino)pyrazolo[1,5-a]pyrimidine-3-carboxamido)4-methylbenzenesulfonate